N-(3-((5-(3-(cyclopropylmethoxy)-5-fluorophenyl)-2-((1-methyl-1H-pyrazol-4-yl)amino)pyrimidin-4-yl)amino)-4-fluorophenyl)acrylamide C1(CC1)COC=1C=C(C=C(C1)F)C=1C(=NC(=NC1)NC=1C=NN(C1)C)NC=1C=C(C=CC1F)NC(C=C)=O